C(C1=CC=CC=C1)OCCCCOC=1C=C(OCCN2C(C3=CC=CC=C3C2=O)=O)C=CC1 2-(3-(4-Benzyloxybutoxy)phenoxyethyl)-isoindole-1,3-dione